3-[3-methyl-2-oxo-5-(4-piperidyloxy)benzimidazol-1-yl]piperidine-2,6-dione CN1C(N(C2=C1C=C(C=C2)OC2CCNCC2)C2C(NC(CC2)=O)=O)=O